3-(4-bromobenzylidene)oxetane BrC1=CC=C(C=C2COC2)C=C1